[Na+].I(=O)(=O)[O-].[Na+].I(=O)(=O)[O-] sodium iodate, sodium salt